2-(3,4-epoxycyclohexyl)ethyltrimethoxysilicon C1(CC2C(CC1)O2)CC[Si](OC)(OC)OC